3-((S)-3-((S)-sec-butyl)-2-oxo-1,2,3,5-tetrahydro-4H-pyrido[3,4-e][1,4]diazepin-4-yl)-4-(dimethylamino)cyclobut-3-ene-1,2-dione [C@H](C)(CC)[C@@H]1N(CC2=C(NC1=O)C=NC=C2)C=2C(C(C2N(C)C)=O)=O